rel-(2R,3s,4s,5R)-N-(6-((R)-1,2-dihydroxyethyl)pyridin-3-yl)-3-(2-ethoxy-4-fluoro-3-methylphenyl)-4,5-dimethyl-5-(trifluoromethyl)tetrahydrofuran-2-carboxamide O[C@@H](CO)C1=CC=C(C=N1)NC(=O)[C@@H]1O[C@]([C@H]([C@H]1C1=C(C(=C(C=C1)F)C)OCC)C)(C(F)(F)F)C |o1:13,15,16,17|